3-nitrobenzene potassium [K].[N+](=O)([O-])C=1C=CC=CC1